C1(CCC1)C1=CC=C(C=C1)C1(CC1)C(=N)NO 1-(4-cyclobutylphenyl)-N-hydroxycyclopropane-1-carboxamidine